tert-butyl((S)-2-(2-((R)-1-(((R)-tert-butylsulfinyl)amino)ethyl)-4-fluorophenoxy)propyl)carbamate C(C)(C)(C)OC(NC[C@H](C)OC1=C(C=C(C=C1)F)[C@@H](C)N[S@](=O)C(C)(C)C)=O